ClC1=NC=CC(=C1)O 2-chloro-4-hydroxypyridine